diethyl ((3-bromo-5-(chloromethyl)-7-(4,4,4-trifluorobutoxy)benzo[b]thiophen-2-yl)difluoromethyl)phosphonate BrC=1C2=C(SC1C(F)(F)P(OCC)(OCC)=O)C(=CC(=C2)CCl)OCCCC(F)(F)F